p-BromoBenzeneSulfonic Acid BrC1=CC=C(C=C1)S(=O)(=O)O